C1(CC1)C(=O)N1[C@H]([C@H](C(C1)(F)F)NS(=O)(=O)CC)CC=1C(=C(C=CC1)C1=CC(=CC=C1)OC(F)F)F N-[(2S,3R)-1-(cyclopropanecarbonyl)-2-{[3'-(difluoromethoxy)-2-fluoro[1,1'-biphenyl]-3-yl]methyl}-4,4-difluoropyrrolidin-3-yl]ethanesulfonamide